ClC1=NC2=NC=C(C=C2C2=C1CCC2)C(=O)OC methyl 6-chloro-8,9-dihydro-7H-cyclopenta[c][1,8]naphthyridine-2-carboxylate